NC1=C(C=2C=NC(=C(C2N1C1=C(C(=CC=C1C)O)C)F)Cl)C(=O)N 2-amino-6-chloro-7-fluoro-1-(3-hydroxy-2,6-dimethylphenyl)-1H-pyrrolo[3,2-c]pyridine-3-carboxamide